N-{5-[(4,4-Difluorocyclohexyl)oxy]Pyridin-3-yl}acrylamide FC1(CCC(CC1)OC=1C=C(C=NC1)NC(C=C)=O)F